C(C=C)(=O)OC(CCCCC)(O)OC monomethoxyhexanediol acrylate